O1C(=CC=C1)C=1N=NN(C1)CC1=CC=CC=N1 6-((4-(furan-2-yl)-1H-1,2,3-triazol-1-yl)methyl)pyridin